(3S,4R)-N-(6-fluoro-2-pyridyl)-1-methyl-4-[1-methyl-3-(chloro)-3H-pyrazol-5-yl]-2-oxo-pyrrolidine-3-carboxamide FC1=CC=CC(=N1)NC(=O)[C@H]1C(N(C[C@@H]1C1=CC(NN1C)Cl)C)=O